(rac)-ethyl 7-{3-[1-hydroxy-3-(morpholin-4-yl)propyl]-1,5-dimethyl-1H-pyrazol-4-yl}-3-[3-(naphthalen-1-yloxy)propyl]-1H-indole-2-carboxylate O[C@H](CCN1CCOCC1)C1=NN(C(=C1C=1C=CC=C2C(=C(NC12)C(=O)OCC)CCCOC1=CC=CC2=CC=CC=C12)C)C |r|